3-(4-amino-1-oxoisoindolin-2-yl)-1-(5-(methylamino)pentyl)piperidine-2,6-dione NC1=C2CN(C(C2=CC=C1)=O)C1C(N(C(CC1)=O)CCCCCNC)=O